COCC1=CC(=CC(=C1)COC)COC 1,3,5-tris(methoxymethyl)benzene